BrC1=CC(=C(C=C1C)N1C(C=2N(CC1)N=CC2C)=O)C 5-(4-bromo-2,5-dimethylphenyl)-3-methyl-6,7-dihydropyrazolo[1,5-a]pyrazin-4(5H)-one